[N+](=O)([O-])C1=CC=C(C=C1)CON=C(C)C=1C=C(OCC(=O)OC)C=CC1 methyl 2-(3-{N-[(4-nitrophenyl)methoxy]ethanimidoyl}phenoxy)acetate